3-(2,2-difluorocyclopropoxy)-4-nitro-1-((2-(trimethylsilyl)ethoxy)methyl)-1H-pyrazole FC1(C(C1)OC1=NN(C=C1[N+](=O)[O-])COCC[Si](C)(C)C)F